CC(C(=O)O)(CC=C)C 2,2-dimethyl-4-pentenoic acid